C(C)NC(=O)NC1=NN(C(=C1)CC1CCN(CC1)C=1C(=NC(=CC1)C=1NC=CN1)F)C 1-ethyl-3-(5-((1-(2-fluoro-6-(1H-imidazol-2-yl)pyridin-3-yl)piperidin-4-yl)methyl)-1-methyl-1H-pyrazol-3-yl)urea